1-(4-methoxyphenyl)ethane-1,2-diol COC1=CC=C(C=C1)C(CO)O